1-methyl-3-methyl-imidazole tetrafluoroborate F[B-](F)(F)F.CN1CN(C=C1)C